BrC1=C(C(=CC=C1)Cl)NC(=O)C=1C(=NC(=NC1)NC=1C=NN(C1)C(CN(C)C)C)OCC N-(2-bromo-6-chlorophenyl)-2-((1-(1-(dimethylamino)propane-2-yl)-1H-pyrazol-4-yl)amino)-4-ethoxypyrimidine-5-carboxamide